2-amino-5-(3-methylguanidino)pentanoic acid NC(C(=O)O)CCCNC(=N)NC